N1=CN=C(C2=C1NC=C2)C=2C=CC(=NC2)N2CC1N(C(C2)C1)CC1=C(C=C(C=C1)Cl)F 3-(5-(7H-pyrrolo[2,3-d]pyrimidin-4-yl)pyridin-2-yl)-6-(4-chloro-2-fluorobenzyl)-3,6-diazabicyclo[3.1.1]heptane